4-(((1S,2S)-2-(dimethylamino)cyclohexyl)oxy)-2-fluorobenzenesulfonamide CN([C@@H]1[C@H](CCCC1)OC1=CC(=C(C=C1)S(=O)(=O)N)F)C